2-(2-(benzo[d][1,3]dioxol-5-yl)ethyl)-4,4,5,5-tetramethyl-1,3,2-dioxaborolane O1COC2=C1C=CC(=C2)CCB2OC(C(O2)(C)C)(C)C